C1(CCCC1)N1C(C(=CC2=C1N=C(N=C2)NC2=CC=C(C=C2)S(=O)(=O)N2CCN(CC2)C)C#N)=O 8-cyclopentyl-2-((4-((4-methylpiperazin-1-yl)sulfonyl)phenyl)amino)-7-oxo-7,8-dihydropyrido[2,3-d]pyrimidine-6-carbonitrile